1-(2-Hydroxyethyl)quinuclidin-1-ium Bromide [Br-].OCC[N+]12CCC(CC1)CC2